C(CCCCC)C=1C=C2C(=CC(=NC2=CC1)N(C#N)C)C1=CC=CC=C1 N-(6-hexyl-4-phenylquinolin-2-yl)-N-methylcyanamide